CN1C2=C(C=3C=CC(=CC13)B1OC(C(O1)(C)C)(C)C)C=NC=C2 5-methyl-7-(4,4,5,5-tetramethyl-1,3,2-dioxaborolan-2-yl)pyrido[4,3-b]indole